C1(CCCCC1)CC1CC(CCC1)C 1-Cyclohexylmethyl-3-methylcyclohexan